FC1=C(N=CC2=C1N=C(N=C2N2C[C@@H](N(CC2)C(C(=C)F)=O)CC#N)OC[C@H]2N(C[C@@H](C2)F)C)C2=CN=CC1=CC=CC(=C21)C 2-[(2S)-4-[8-fluoro-2-[[(2S,4R)-4-fluoro-1-methyl-pyrrolidin-2-yl]methoxy]-7-(5-methyl-4-isoquinolyl)pyrido[4,3-d]pyrimidin-4-yl]-1-(2-fluoroprop-2-enoyl)piperazin-2-yl]acetonitrile